dioxol-5-yl picolate N1=C(C=CC=C1)C(=O)OC1=COCO1